4-(2-amino-6-bromo-5-chloronicotinyl)piperazine-1-carboxylic acid tert-butyl ester C(C)(C)(C)OC(=O)N1CCN(CC1)CC1=C(N=C(C(=C1)Cl)Br)N